tert-Butyl N-[(6R)-6-hydroxy-12-methyl-6,15-bis(trifluoromethyl)-19-oxa-3,4,18-triazatricyclo[12.3.1.12,5]nonadeca-1(18),2,4,14,16-pentaen-17-yl]carbamate O[C@]1(C2=NN=C(C=3C(=CC(=C(CC(CCCCC1)C)N3)C(F)(F)F)NC(OC(C)(C)C)=O)O2)C(F)(F)F